silaine [SiH]1=CC=CC=C1